(1RS,2RS)-5'-Bromo-4'-chloro-2-(pyridin-4-yl)-1',2'-dihydrospiro[cyclopropane-1,3'-pyrrolo[2,3-b]pyridine] BrC=1C(=C2C(=NC1)NC[C@]21[C@H](C1)C1=CC=NC=C1)Cl |r|